(4S,5R)-5-isopropyl-1,3,2-dioxathiolane-4-carboxylic acid benzyl ester 2,2-dioxide C(C1=CC=CC=C1)OC(=O)[C@H]1OS(O[C@@H]1C(C)C)(=O)=O